3-(2-chloro-3-(2-bromo-3-(3-(3-hydroxypyrrolidin-1-yl)propoxy)phenyl)anilino)benzisothiazol ClC1=C(NC2=NSC3=C2C=CC=C3)C=CC=C1C1=C(C(=CC=C1)OCCCN1CC(CC1)O)Br